ClC1=NC=CC(=C1Cl)SC=1N=C2C(=NC1)NC(=N2)N2CCC1(CC2)[C@@H](C=2C(=NC=CC2)C1)N (S)-1'-(5-((2,3-dichloropyridin-4-yl)thio)-1H-imidazo[4,5-b]pyrazin-2-yl)-5,7-dihydrospiro[cyclopenta[b]pyridine-6,4'-piperidin]-5-amine